6-nitro-1H-2,1-benzothiazin-4(3H)-one [N+](=O)([O-])C=1C=CC2=C(C(CSN2)=O)C1